NCCN1CCN(CC1)CCC(=O)NC1=NC=CC(=C1)NC1=C(N=NC(=C1)C1=C(C=CC(=C1)Cl)F)SC 3-[4-(2-aminoethyl)piperazin-1-yl]-N-(4-{[6-(5-chloro-2-fluorophenyl)-3-(methylsulfanyl)pyridazin-4-yl]amino}pyridin-2-yl)propanamide